C(=O)(OC(C)(C)C)C1(CCC(CC1)N)N Boc-1,4-cyclohexanediamine